C(C)C=1C=C2C(=C(NC2=CC1)C)C=O 5-ETHYL-2-METHYL-1H-INDOLE-3-CARBALDEHYDE